(Z)-2-(5-fluoro-2-methyl-1-(4-(pyrrolidin-1-yl)benzylidene)-1H-inden-3-yl)acetic acid FC=1C=C2C(=C(/C(/C2=CC1)=C/C1=CC=C(C=C1)N1CCCC1)C)CC(=O)O